5-[[4-[bis[(4-methoxyphenyl)methyl]sulfamoyl]-3-fluoro-phenyl]methyl]-4-bromo-1-(cyclopropylmethyl)pyrrole-2-carboxamide COC1=CC=C(C=C1)CN(S(=O)(=O)C1=C(C=C(C=C1)CC1=C(C=C(N1CC1CC1)C(=O)N)Br)F)CC1=CC=C(C=C1)OC